NC1(CCC(CC1)(F)F)C(=O)OC methyl 1-amino-4,4-difluorocyclohexane-1-carboxylate